C(#N)CC[N+]1=C2N(C(C(=C1[O-])C1=CC(=CC=C1)C(F)(F)F)=O)C=CC=C2 1-(2-cyanoethyl)-4-oxo-3-[3-(trifluoromethyl)phenyl]pyrido[1,2-a]pyrimidin-1-ium-2-olate